2-methyl-(4-methylthiophenyl)-2-morpholinopropan-1-one CC(C(=O)C=1SC=C(C1)C)(C)N1CCOCC1